tert-Butyl N-[(E)-7-(4,4,5,5-tetramethyl-1,3,2-dioxaborolan-2-yl)hept-6-enyl]carbamate CC1(OB(OC1(C)C)/C=C/CCCCCNC(OC(C)(C)C)=O)C